FC1=CC=C(C=C1)C1=CC(=CC=C1)C(=O)N1CCC(CC1)C (4'-fluoro-[1,1-biphenyl]-3-yl)(4-methylpiperidin-1-yl)methanone